FC1=C(C(=O)OC)C=C(C=C1)CC1=NNC(C2=CC=C(C=C12)OC1COC1)=O methyl 2-fluoro-5-((7-(oxetan-3-yloxy)-4-oxo-3,4-dihydrophthalazin-1-yl)methyl)benzoate